4-((4-(4-((1s,3s)-3-hydroxy-3-methylcyclobutyl)-1H-pyrazol-1-yl)-5-(trifluoromethyl)pyrimidin-2-yl)amino)-N-methylbenzenesulfonamide OC1(CC(C1)C=1C=NN(C1)C1=NC(=NC=C1C(F)(F)F)NC1=CC=C(C=C1)S(=O)(=O)NC)C